(R)-3-amino-8-fluoro-7-(5-(2,2,2-trifluoroethyl)-1,3,4-oxadiazol-2-yl)-5-(4-(trifluoromethoxy)benzyl)-2,3-dihydrobenzo[b][1,4]thiazepin-4(5H)-one N[C@@H]1C(N(C2=C(SC1)C=C(C(=C2)C=2OC(=NN2)CC(F)(F)F)F)CC2=CC=C(C=C2)OC(F)(F)F)=O